C(C)(C)(C)SSCSCCC(=O)O 3-[[[(t-butyl)thio]thiomethyl]thio]propanoic acid